2-(((3-(trifluoromethyl)phenyl)methyl)sulfonamido)propionic acid FC(C=1C=C(C=CC1)CS(=O)(=O)NC(C(=O)O)C)(F)F